6-fluoro-1-(4-fluorobenzyl)-1H-indole-5-carbaldehyde FC1=C(C=C2C=CN(C2=C1)CC1=CC=C(C=C1)F)C=O